rac-tert-Butyl 2-(4-(methoxycarbonyl)phenyl)morpholine-4-carboxylate COC(=O)C1=CC=C(C=C1)[C@@H]1CN(CCO1)C(=O)OC(C)(C)C |r|